1,2-dihydroxyl-3-propanesulfonic acid sodium salt [Na+].OCC(CS(=O)(=O)[O-])O